2-(2-{[2-(1H-1,3-Benzodiazol-2-yl)ethyl]amino}ethyl)-N-[(5-methylpyrimidin-2-yl)methyl]-1,3-thiazole-4-carboxamide N1C(=NC2=C1C=CC=C2)CCNCCC=2SC=C(N2)C(=O)NCC2=NC=C(C=N2)C